C1(CCC1)C=1C(=C(C(=O)O)C=C(C1)C=1NC(=CN1)CC)C cyclobutyl-5-(5-ethyl-1H-imidazol-2-yl)-2-methylbenzoic acid